(1,1-dimethylethyl)benzoxazole CC(C)(C)C=1OC2=C(N1)C=CC=C2